BrC=1SC2=C(N1)C(=CC=C2OC)C 2-bromo-7-methoxy-4-methylbenzo[d]thiazole